C(C=C)(=O)N1CC2C3=C(N(N=C3C(C1)C)C1=CC=C(C=C1)C(C)C)CCN2C(=O)[O-] 7-acryloyl-2-(4-isopropylphenyl)-9-methyl-2,3,4,5a,6,7,8,9-octahydro-5H-1,2,5,7-tetraazabenzo[cd]azulene-5-carboxylate